methyl 2-fluoro-5-nitro-4-(trifluoromethyl)benzoate Methyl-2-fluoro-4-(trifluoromethyl)benzoate COC(C1=C(C=C(C=C1)C(F)(F)F)F)=O.FC1=C(C(=O)OC)C=C(C(=C1)C(F)(F)F)[N+](=O)[O-]